N-methyl-2-[2-(2-{[(s)-3-methyl-1-piperidyl]methyl}-4-cyclopropyl-7-oxo-1,6-dihydro-1,6-diaza-6-indenyl)-6-cyclopropyl-4-pyridyl]-5-fluorobenzamide CNC(C1=C(C=CC(=C1)F)C1=CC(=NC(=C1)C1CC1)N1C=C(C=2C=C(NC2C1=O)CN1C[C@H](CCC1)C)C1CC1)=O